FC1=C(C=C(C=C1)NC(CSC1=NN2C=NC(=CC2=N1)C(F)(F)F)=O)[N+](=O)[O-] N-(4-fluoro-3-nitrophenyl)-2-((7-(trifluoromethyl)-[1,2,4]triazolo[1,5-c]pyrimidin-2-yl)thio)acetamide